CNC=1N=CC2=C(N1)NC=C2C=2C=C1C=NC=NC1=CC2 N-methyl-5-(quinazolin-6-yl)-7H-pyrrolo[2,3-d]pyrimidin-2-amine